9-(3-bromo-2-isothiocyanatophenyl)-carbazole BrC=1C(=C(C=CC1)N1C2=CC=CC=C2C=2C=CC=CC12)N=C=S